N1(CCCC1)CCOC1=CC=C2C(=N1)SC(=C2)C(=O)N 6-(2-(pyrrolidin-1-yl)ethoxy)thieno[2,3-b]pyridine-2-carboxamide